1-(4-(2-bromo-3-(methoxymethoxy)-6-methylpyridin-4-yl)-2-chlorophenyl)-3-methyl-1,5-dihydro-2H-pyrrol-2-one BrC1=NC(=CC(=C1OCOC)C1=CC(=C(C=C1)N1C(C(=CC1)C)=O)Cl)C